ClC1=C(C(=O)O)C=C(C=C1)N1C=NC(=C1)C 2-Chloro-5-(4-methylimidazol-1-yl)benzoic acid